C(CCCCC)C1C(C1)CCO 2-(2-Hexylcyclopropyl)ethanol